FC=1C=2N(C=CC1OC1=NC=C(C=C1OCC(F)(F)F)F)N=C(C2)C(=O)OC methyl 4-fluoro-5-((5-fluoro-3-(2,2,2-trifluoroethoxy)pyridin-2-yl)oxy)pyrazolo[1,5-a]pyridine-2-carboxylate